4-phenylphthalide C1(=CC=CC=C1)C1=C2COC(=O)C2=CC=C1